5-(TRIFLUOROMETHYL)FURAN-2-BORONIC ACID FC(C1=CC=C(O1)B(O)O)(F)F